1-{[(9H-fluoren-9-ylmethoxy)carbonyl]oxy}pyrrolidine-2,5-dione C1=CC=CC=2C3=CC=CC=C3C(C12)COC(=O)ON1C(CCC1=O)=O